C1(CC1)C1=CC=C(C(=O)N2C[C@@H](N(C[C@H]2CC)C=2C=3C(N(C(C2)=O)C)=CN(N3)CC#N)CC)C=C1 2-(7-((2S,5R)-4-(4-cyclopropylbenzoyl)-2,5-diethylpiperazin-1-yl)-4-methyl-5-oxo-4,5-dihydro-2H-pyrazolo[4,3-b]pyridin-2-yl)acetonitrile